3-[2-fluoro-3-[2-[2-fluoro-5-[(6-fluoro-4-methylsulfonyl-1H-indol-5-yl)oxy]phenyl]-5-methyl-1,4,6,7-tetrahydroimidazo[4,5-c]pyridin-4-yl]phenyl]propanoic acid FC1=C(C=CC=C1C1N(CCC2=C1N=C(N2)C2=C(C=CC(=C2)OC=2C(=C1C=CNC1=CC2F)S(=O)(=O)C)F)C)CCC(=O)O